(1s,3s)-3-(3-(trifluoromethoxy)pyridin-2-yl)cyclobutan-1-ol FC(OC=1C(=NC=CC1)C1CC(C1)O)(F)F